(S)-2-(5-methoxy-2-pyrazinylamino)-5,5-dimethylhexanoic acid COC=1N=CC(=NC1)N[C@H](C(=O)O)CCC(C)(C)C